1-(3-((2-((4-(4-(2-fluoroethyl)piperazin-1-yl)-2-methylphenyl)amino)-5-(trifluoromethyl)pyrimidin-4-yl)amino)propyl)piperidin-2-one FCCN1CCN(CC1)C1=CC(=C(C=C1)NC1=NC=C(C(=N1)NCCCN1C(CCCC1)=O)C(F)(F)F)C